3-Bromo-2-iodophenol BrC=1C(=C(C=CC1)O)I